4-(3-bromo-5-chloropyridin-2-yl)morpholine BrC=1C(=NC=C(C1)Cl)N1CCOCC1